BrC1=C2C(N(C(NC2=CC(=C1)C(=O)OC)=O)CC)=O methyl 5-bromo-3-ethyl-2,4-dioxo-1,2,3,4-tetrahydroquinazoline-7-carboxylate